C(CCCCCCCCC)(=O)OSCCCCC (pentylthio) decanoate